N1(CCCC1)CCCNC(=O)C1=NC=C2N1C=CC=C2 N-(3-(pyrrolidin-1-yl)propyl)-imidazo[1,5-a]pyridine-3-carboxamide